2-((S)-4-((1S,8'R)-4-chloro-2'-(((S)-1-ethylpyrrolidin-2-yl)methoxy)-8'-fluoro-2,3,5',8'-tetrahydro-6'H-spiro[inden-1,7'-quinazolin]-4'-yl)piperazin-2-yl)acetonitrile ClC1=C2CC[C@@]3(CCC=4C(=NC(=NC4[C@@H]3F)OC[C@H]3N(CCC3)CC)N3C[C@@H](NCC3)CC#N)C2=CC=C1